BrC=1C=C2C(C(N(C2=CC1)C1(CC1)C(=O)NCCCC(=O)OC)=O)(C)C methyl 4-{[1-(5-bromo-3,3-dimethyl-2-oxoindol-1-yl)cyclopropyl]formamido}butanoate